(1S)-4-Fluoro-1'-[7-(2-fluorophenyl)-6-methyl-pyrazolo[1,5-a]pyrazin-4-yl]spiro[indane-2,4'-piperidine]-1-amine hydrochloride Cl.FC1=C2CC3(CCN(CC3)C=3C=4N(C(=C(N3)C)C3=C(C=CC=C3)F)N=CC4)[C@@H](C2=CC=C1)N